C1(=CC=CC=C1)P(C1=CC(C=C1)[Fe]C1C=C(C=C1)P(C1=CC=CC=C1)C1=CC=CC=C1)C1=CC=CC=C1 bis[3-(diphenylphosphino)cyclopenta-2,4-dien-1-yl]iron